ClC=1C=CC2=C(C(=NCC(N2)=O)C2=CC=CC=C2)C1 7-chloro-5-phenyl-1,3-dihydro-2H-1,4-benzodiazepine-2-one